C(CC\C=C/CCCCC)OC(CCCN(CCCN(CCCC(=O)OCCC\C=C/CCCCC)CCCC(=O)OCCC\C=C/CCCCC)C1=CC=NC=C1)=O di((Z)-dec-4-en-1-yl) 4,4'-((3-((4-((Z)-dec-4-en-1-yloxy)-4-oxobutyl)(pyridin-4-yl)amino)propyl)azanediyl)dibutanoate